2-[7-bromo-3-(4-isoquinolinyl)-2,4-dioxo-quinazolin-1-yl]acetonitrile BrC1=CC=C2C(N(C(N(C2=C1)CC#N)=O)C1=CN=CC2=CC=CC=C12)=O